4-[3E-4-Fluoro-3-(thiophen-2-yl)-phenyl-acryloyl]-benzoic acid FC1=C(C=C(C=C1)/C=C/C(=O)C1=CC=C(C(=O)O)C=C1)C=1SC=CC1